C(CCCCCCC\C=C/CCCCCCCC)(=O)SCCNC(CCNC([C@@H](C(COP(OP(OC[C@@H]1[C@H]([C@H]([C@@H](O1)N1C=NC=2C(N)=NC=NC12)O)OP(=O)(O)O)(=O)O)(=O)O)(C)C)O)=O)=O OleoylCoA